P(=O)(O)(O)OC(=O)CN(C)C(N)=N creatine phosphoester